4-(2-{[(4as,7ar)-1-methyl-octahydro-1H-cyclopenta[b]pyridin-4a-yl]methoxy}-4-(azepan-1-yl)-8-fluoropyrido[4,3-d]pyrimidin-7-yl)-5-ethynyl-6-fluoronaphthalene-2-ol CN1[C@H]2[C@@](CCC1)(CCC2)COC=2N=C(C1=C(N2)C(=C(N=C1)C1=CC(=CC2=CC=C(C(=C12)C#C)F)O)F)N1CCCCCC1